tert-butyl (5-chloro-3-cyclopropylpyrazolo[1,5-a]pyrimidin-7-yl)(4-(3-(trifluoromethyl)pyridin-2-yl)benzyl)carbamate ClC1=NC=2N(C(=C1)N(C(OC(C)(C)C)=O)CC1=CC=C(C=C1)C1=NC=CC=C1C(F)(F)F)N=CC2C2CC2